(5S)-8-bromo-9-chloro-7-(2,6-difluorophenyl)-5-methyl-5H-pyrimido[1,2-a][1,4]benzodiazepine-3-One BrC1=C(C=CC2=C1C(=N[C@H](C=1N2C=CC(N1)=O)C)C1=C(C=CC=C1F)F)Cl